N=1C=C(N2N=CC=CC21)NC(=O)C2=CC1=CN(N=C1C=C2OC)[C@H]2[C@@H](CC1(CNC1)CC2)C |r| rac-N-(imidazo[1,2-b]pyridazin-3-yl)-6-methoxy-2-((6r,7r)-6-methyl-2-azaspiro[3.5]nonan-7-yl)-2H-indazole-5-carboxamide